CS(=O)(=O)O.C(CCCCCCCCCCCCCCC)N1C(N(C=C1)C)C 1-hexadecyl-2,3-dimethylimidazole methanesulfonate